Cl.C1(=CC=C(C=C1)C)CS(=O)(=O)NCCN Alpha-p-xylenesulfonylethyleneDiamine Hydrochloric Acid Salt